aluminum dodecyl chloride C(CCCCCCCCCCC)Cl.[Al]